1,2-Bis(bromomethyl)benzene BrCC1=C(C=CC=C1)CBr